C(C)[Mg]CCCC ethyl-n-butylmagnesium